CC(CCCC=C)=CCC 6-methyl-1,6-nonadiene